O=C1NC(CCC1N1C(C2=CC=C(C=C2C1)C=1CCN(CC1)C(=O)OC(C)(C)C)=O)=O tert-butyl {4-[2-(2,6-dioxopiperidin-3-yl)-1-oxo-3H-isoindol-5-yl]-3,6-dihydro-2H-pyridin-1-yl}formate